COC1CCC(CC1)C(=O)NC(=O)NC1=CC(=C(C=C1)OC1=NC=CC=N1)C 1-(4-methoxycyclohexanecarbonyl)-3-[3-methyl-4-(pyrimidin-2-yloxy)phenyl]urea